BrC1=CC=C2C(=C(CC=3C=CC=C1C32)C#N)C#N 6-bromo-1H-phenalene-2,3-dicarbonitrile